NC1=NC2=CC(=C(C=C2C(=N1)NC1=C(C=C(C=C1)C(C(=O)N)(C1=CC=CC=C1)N1C(C2=CC=CC=C2C1)=O)F)OC)OC (4-((2-amino-6,7-dimethoxyquinazolin-4-yl)amino)-3-fluorophenyl)-2-(1-oxoisoindolin-2-yl)-2-phenylacetamide